C(#N)[C@H](CC1=CC=C(C=C1)C=1C=CC2=C(C(=NO2)C)C1)NC(=O)[C@H]1OCCCNC1 (2s)-N-{(1s)-1-Cyano-2-[4-(3-methyl-1,2-benzoxazol-5-yl)phenyl]ethyl}-1,4-oxazepane-2-carboxamide